2-[2-[2-(8-chloro-4-oxo-chromen-2-yl)-5-(trifluoromethyl)phenoxy]ethoxy]-N-cyclopropylsulfonyl-acetamide ClC=1C=CC=C2C(C=C(OC12)C1=C(OCCOCC(=O)NS(=O)(=O)C2CC2)C=C(C=C1)C(F)(F)F)=O